6-methoxy-2,4-bis-methoxymethyloxy-3-(3-methyl-but-2-enyl)phenyl-prop-2-en-1-one COC1=CC(=C(C(=C1C(C=C)=O)OCOC)CC=C(C)C)OCOC